OC(CC)(O)O 2-Trihydroxymethyl-ethane